CN1C[C@H](OCC1)C(=O)OCC([C@H](C[C@H]1C(NCC1)=O)NC([C@@H](NC(=O)C=1NC2=CC=CC(=C2C1)OC)CC(C)C)=O)=O (3S)-3-({N-[(4-methoxy-1H-indol-2-yl) carbonyl]-L-leucyl}amino)-2-oxo-4-[(3S)-2-oxopyrrolidin-3-yl]butyl (2S)-4-methylmorpholine-2-carboxylate